tert-butyl (1-(hydroxymethyl)cyclobutyl)carbamate OCC1(CCC1)NC(OC(C)(C)C)=O